ClC1=CC(=C(C=C1)C1(OC2=C(O1)C=CC=C2C2=C(C(=C(CC1=NC3=C(N1C[C@H]1OCC1)C=C(C=C3)C(=O)O)C(=C2)F)F)F)C)F 2-(4-(2-(4-chloro-2-fluorophenyl)-2-methylbenzo[d][1,3]dioxol-4-yl)-2,3,6-trifluorobenzyl)-1-(((S)-oxetan-2-yl)methyl)-1H-benzo[d]imidazole-6-carboxylic acid